FC12CC(C1)(C2)N2N=C1N(C2=O)[C@@H](CC1)C1=CC=CC=C1 (5S)-2-(3-fluorobicyclo[1.1.1]pentan-1-yl)-5-phenyl-2,5,6,7-tetrahydro-3H-pyrrolo[2,1-c][1,2,4]triazol-3-one